3-(4-formyl-2-methyl-pyrazol-3-yl)propionic acid tert-butyl ester C(C)(C)(C)OC(CCC=1N(N=CC1C=O)C)=O